2-(4-(4-(2,2-Difluorobenzo[d][1,3]dioxan-5-yl)piperazin-1-yl)-4-oxobutyl)-2H-indazole-7-carboxamide FC1(OCC2=C(O1)C=CC=C2N2CCN(CC2)C(CCCN2N=C1C(=CC=CC1=C2)C(=O)N)=O)F